C1(=CC=CC=C1)NC=1SC(=NN1)C1=CC=C(C=C1)C(F)(F)F N-phenyl-5-(4-trifluoromethylphenyl)-1,3,4-thiadiazol-2-amine